N-(4-(5-acetyl-2-(4-fluorophenyl)-4,5,6,7-tetrahydropyrazolo[1,5-a]pyrazin-3-yl)pyridin-2-yl)-1-methyl-1H-pyrazole-3-carboxamide C(C)(=O)N1CC=2N(CC1)N=C(C2C2=CC(=NC=C2)NC(=O)C2=NN(C=C2)C)C2=CC=C(C=C2)F